1-bromo-3-chloro-1,1-difluoropropane BrC(CCCl)(F)F